Methyl 5-[({1-[2-fluoro-4-(trifluoromethyl) phenyl] cyclopropyl} carbonyl) amino]-2-(1-isopropyl-1H-pyrazol-4-yl)benzoate FC1=C(C=CC(=C1)C(F)(F)F)C1(CC1)C(=O)NC=1C=CC(=C(C(=O)OC)C1)C=1C=NN(C1)C(C)C